N5-(3-((3aR,4S,9bR)-4-(hydroxymethyl)-1-(pyridin-4-ylmethyl)-2,3,3a,4,5,9b-hexahydro-1H-pyrrolo[3,2-c]quinolin-8-yl)phenyl)glutaramide OC[C@H]1NC=2C=CC(=CC2[C@H]2[C@@H]1CCN2CC2=CC=NC=C2)C=2C=C(C=CC2)NC(CCCC(=O)N)=O